CC1[C@@H](CNCCC1)N (3S)-4-methylazepan-3-amine